dl-O-(linalyl)-glucopyranose C(C)(C=C)(CCC=C(C)C)OC1[C@H](O)[C@@H](O)[C@H](O)[C@H](O1)CO